C([C@@H]([C@H]1C(=C(C(=O)O1)O)O)O)OP(=O)(O)O L-ascorbyl 2-phosphate